C(CCCCC)OC(C1=C(C=CC=C1)C(C1=C(C=C(C=C1)N(CC)CC)O)=O)=O 2-{4-(Diethylamino)-2-hydroxybenzoyl}benzoic acid hexyl ester